2,4,6-tris(9-(4,6-diphenyl-1,3,5-triazin-2-yl)-9H-carbazol-3-yl)-1,3,5-triazine C1(=CC=CC=C1)C1=NC(=NC(=N1)C1=CC=CC=C1)N1C2=CC=CC=C2C=2C=C(C=CC12)C1=NC(=NC(=N1)C=1C=CC=2N(C3=CC=CC=C3C2C1)C1=NC(=NC(=N1)C1=CC=CC=C1)C1=CC=CC=C1)C=1C=CC=2N(C3=CC=CC=C3C2C1)C1=NC(=NC(=N1)C1=CC=CC=C1)C1=CC=CC=C1